6-(2-chloropyridin-4-yl)pyridazin-3-amine ClC1=NC=CC(=C1)C1=CC=C(N=N1)N